tert-Butyl 4-((3-(1-(2,6-dioxopiperidin-3-yl)-3-methyl-2-oxo-2,3-dihydro-1H-benzo[d]imidazol-4-yl)prop-2-yn-1-yl)oxy)piperidine-1-carboxylate O=C1NC(CCC1N1C(N(C2=C1C=CC=C2C#CCOC2CCN(CC2)C(=O)OC(C)(C)C)C)=O)=O